3-(trimethoxystannyl)propan-1-ol CO[Sn](CCCO)(OC)OC